dimethyltrityl-methane tetraisocyanate [N-]=C=O.[N-]=C=O.[N-]=C=O.[N-]=C=O.CC(C(C1=CC=CC=C1)(C1=CC=CC=C1)C1=CC=CC=C1)C